(S or R)-N-((3-(2-(5-fluorothiophen-2-yl)ethyl)-1-(2-(6-methylpyridin-3-yl)propan-2-yl)pyrrolidin-3-yl)methyl)propane-2-sulfonamide FC1=CC=C(S1)CC[C@]1(CN(CC1)C(C)(C)C=1C=NC(=CC1)C)CNS(=O)(=O)C(C)C |o1:8|